O=C1NC(CCC1N1C(N(C2=C1C=CC=C2N2CCN(CC2)C(=O)OC(C)(C)C)C)=O)=O tert-butyl 4-(1-(2,6-dioxopiperidin-3-yl)-3-methyl-2-oxo-2,3-dihydro-1H-benzo[d]imidazole-4-yl)piperazine-1-carboxylate